1-(5-tert-Butyl-2H-pyrazol-3-yl)-3-(4-{5-[2-(2-{2-[2-(2,6-dioxo-piperidine-3-yl)-1,3-dioxo-2,3-dihydro-1H-isoindol-4-ylamino]ethoxy}ethoxy)ethoxy]-benzimidazole-1-yl}-phenyl)-urea C(C)(C)(C)C=1C=C(NN1)NC(=O)NC1=CC=C(C=C1)N1C=NC2=C1C=CC(=C2)OCCOCCOCCNC2=C1C(N(C(C1=CC=C2)=O)C2C(NC(CC2)=O)=O)=O